4-(2-Bromophenoxy)aniline BrC1=C(OC2=CC=C(N)C=C2)C=CC=C1